4-(2,6-di(9'H-[9,3':6',9''-tercarbazol]-9'-yl)pyridin-4-yl)phthalonitrile C1=CC=CC=2C3=CC=CC=C3N(C12)C=1C=CC=2N(C3=CC=C(C=C3C2C1)N1C2=CC=CC=C2C=2C=CC=CC12)C1=NC(=CC(=C1)C=1C=C(C(C#N)=CC1)C#N)N1C2=CC=C(C=C2C=2C=C(C=CC12)N1C2=CC=CC=C2C=2C=CC=CC12)N1C2=CC=CC=C2C=2C=CC=CC12